7-oxo-7-((5-oxo-5,6,7,8-tetrahydronaphthalen-2-yl)amino)heptanoic acid O=C(CCCCCC(=O)O)NC1=CC=2CCCC(C2C=C1)=O